(Z)-1,1-diethoxy-3,7-dimethylocta-2,6-diene C(C)OC(\C=C(/CCC=C(C)C)\C)OCC